(1R)-2-[2-(4-Bromo-2-fluorophenyl)-7-phenylpyrazolo[1,5-a]pyrimidine-5-carbonyl]-1-methyl-1,2,3,4-tetrahydroisoquinoline BrC1=CC(=C(C=C1)C1=NN2C(N=C(C=C2C2=CC=CC=C2)C(=O)N2[C@@H](C3=CC=CC=C3CC2)C)=C1)F